C(C)(C)(C)OC(=O)NC1CCC(CC1)N(C(OC(C)(C)C)=O)[C@H]1[C@@H](C1)C1=CC=C(C=C1)C1=CC(=CC=C1)NS(=O)(=O)C=1C=NC(=CC1)[N+](=O)[O-] tert-butyl (4-((tert-butoxycarbonyl)amino)cyclohexyl)((trans)-2-(3'-(6-nitropyridine-3-sulfonamido)-[1,1'-biphenyl]-4-yl)cyclopropyl)carbamate